[O-]P([O-])(=O)OP(=O)([O-])[O-].[K+].[K+].[K+].[K+] Tetrakalium pyrophosphate